C(C=C)[Si](OCCCC)(OCCCC)OCCCC 2-propenyl-tri(n-butoxy)silane